2,2,2-trifluoroethyl 2-[(2-chlorophenyl)methyl-(2-pyridylmethyl)amino]-2-oxo-acetate ClC1=C(C=CC=C1)CN(C(C(=O)OCC(F)(F)F)=O)CC1=NC=CC=C1